(2S,4r)-1-[(2S)-2-(4-cyclopropyl-triazol-1-yl)-3,3-dimethyl-butyryl]-N-[(3,3-dimethyltetrahydropyran-2-yl)methyl]-4-hydroxy-pyrrolidine-2-carboxamide C1(CC1)C=1N=NN(C1)[C@H](C(=O)N1[C@@H](C[C@H](C1)O)C(=O)NCC1OCCCC1(C)C)C(C)(C)C